2-(Morpholin-4-yl)-N-({5-[6-(trifluoromethoxy)pyridin-3-yl]-4H-1,2,4-triazol-3-yl}methyl)-8-(trifluoromethyl)pyrazolo[1,5-a][1,3,5]triazin-4-amine N1(CCOCC1)C1=NC=2N(C(=N1)NCC1=NN=C(N1)C=1C=NC(=CC1)OC(F)(F)F)N=CC2C(F)(F)F